CC1=C(C(=CC(=C1)N1CC2=CC=C(C=C2C(C1)(F)F)F)C)NC(CC(C)(C)C)=O N-(2,6-dimethyl-4-(4,4,6-trifluoro-3,4-dihydroisoquinoline-2(1H)-yl)phenyl)-3,3-dimethylbutanamide